C(C)(C)(C)OC(=O)N1[C@@H](CN([C@H](C1)[C@@H](C)O)C=1C=2C(N(C(C1)=O)C)=CN(N2)C2OCCCC2)CC (2R,5R)-2-ethyl-5-((R)-1-hydroxyethyl)-4-(4-methyl-5-oxo-2-(tetrahydro-2H-pyran-2-yl)-4,5-dihydro-2H-pyrazolo[4,3-b]pyridin-7-yl)piperazine-1-carboxylic acid tert-butyl ester